(E)-N-(4-((3-chloro-4-fluorophenyl)amino)-7-methoxyquinazolin-6-yl)-4-(4-(2-((2-(2,6-dioxopiperidin-3-yl)-1-oxoisoindolin-4-yl)amino)acetyl)piperazin-1-yl)but-2-enamide ClC=1C=C(C=CC1F)NC1=NC=NC2=CC(=C(C=C12)NC(\C=C\CN1CCN(CC1)C(CNC1=C2CN(C(C2=CC=C1)=O)C1C(NC(CC1)=O)=O)=O)=O)OC